NC1=CC(=C2N3CCN(C(CCCC(C4=NN=C(C1=N2)O4)(C(F)(F)F)O)=O)CC3)C(F)(F)F 5-amino-11-hydroxy-3,11-bis(trifluoromethyl)-21-oxa-1,8,9,16,22-pentaazatetracyclo[14.2.2.12,6.17,10]docosa-2,4,6(22),7,9-pentaen-15-one